ClC1=C(C=CC=C1)C(C(C(=O)OCC)=C)O ethyl 2-((2-chlorophenyl)(hydroxy)methyl)acrylate